COC=1C=C(C=CC1)COC(=O)OCC1=CC(=CC=C1)OC 3-methoxyphenyl-methoxy ketone